C(C)(C)(C)OC(=O)NC1(CC2=CC=C(C=C2CC1)OC1=CC=C(C=C1)C=1C=NC=CC1)C(=O)OC methyl 2-((tert-butoxycarbonyl)amino)-6-(4-(pyridine-3-yl)phenoxy)-1,2,3,4-tetrahydronaphthalene-2-carboxylate